NC1=NC(=C(C(=N1)Cl)C(C)=O)Cl 1-(2-amino-4,6-dichloro-pyrimidin-5-yl)ethanone